FC=1C=C(C#N)C=C(C1)CO[C@](COCCCCCCCCCCCCCCCCCC)(COC(C1=CC=CC=C1)(C1=CC=CC=C1)C1=CC=CC=C1)C (R)-3-fluoro-5-(((2-methyl-1-(octadecyloxy)-3-(trityloxy)propan-2-yl)oxy)methyl)benzonitrile